Cl.NCCN(C(C(=O)OC)=O)C1CCC1 methyl 2-((2-aminoethyl) (cyclobutyl) amino)-2-oxoacetate hydrochloride